1-(4-((1'S,4'R)-7'-hydroxy-1'-methylspiro[cyclohexane-1,3'-isochroman]-4'-yl)phenyl)piperidine-4-carbaldehyde OC1=CC=C2[C@H](C3(O[C@H](C2=C1)C)CCCCC3)C3=CC=C(C=C3)N3CCC(CC3)C=O